4-methyl-4-{N-[3-(methylcarbamoyl)phenyl]carbamoyl}piperidine-1-carboxylic acid tert-butyl ester C(C)(C)(C)OC(=O)N1CCC(CC1)(C(NC1=CC(=CC=C1)C(NC)=O)=O)C